C(CCCCCCC\C=C/CCCCCCCC)NCCN1C=NCC1 oleylaminoethylimidazoline